FC=1C=CC(=C(C1)CC(=O)O)NC(C1=CC(=C(C=C1)N1CCCCC1)NC(=O)C1=NN(C2=CC=CC=C12)C[C@@H]1OCCC1)=O (R)-2-(5-fluoro-2-(4-(piperidin-1-yl)-3-(1-((tetrahydrofuran-2-yl)methyl)-1H-indazole-3-carboxamido)benzamido)phenyl)acetic acid